C(C=C)(=O)N1[C@H]2CN(C[C@@H]1CC2)C(=O)OC(C)(C)C tert-butyl (1R,5S)-8-acryloyl-3,8-diazabicyclo[3.2.1]octane-3-carboxylate